C1(CCCCC1)\[N+](=C/C1CC=C(CC1)CCCC(C)(C)O)\[O-] (e)-N-cyclohexyl-1-(4-(4-hydroxy-4-methylpentyl)cyclohex-3-en-1-yl)methanimine oxide